2-[(3R)-3-methylmorpholin-4-yl]-4-(3-methyl-1,2-oxazol-5-yl)-8-(1H-pyrazol-5-yl)-1,7-naphthyridine C[C@H]1N(CCOC1)C1=NC2=C(N=CC=C2C(=C1)C1=CC(=NO1)C)C1=CC=NN1